N-(2-[[(2S)-2-methylpyrrolidin-1-yl]methyl]-1-[[2-(trimethylsilyl)ethoxy]methyl]pyrrolo[3,2-c]pyridin-6-yl)-4-[1-(oxan-2-yl)pyrazol-4-yl]benzamide C[C@@H]1N(CCC1)CC1=CC=2C=NC(=CC2N1COCC[Si](C)(C)C)NC(C1=CC=C(C=C1)C=1C=NN(C1)C1OCCCC1)=O